CC1(CCN(CC1)C=1OC2=C(C=C(C=C2C(C1C)=O)C)[C@@H](C)NC1=C(C=CC=C1)C1=CC=C(C(=O)O)C=C1)C 4-[2-[[(1R)-1-[2-(4,4-dimethyl-1-piperidyl)-3,6-dimethyl-4-oxo-chromen-8-yl]ethyl]amino]phenyl]benzoic acid